COC(C1=C(C(=C(C=C1Cl)C(CCC1=CC(=CC=C1)OC)=O)N)Cl)=O 3-amino-2,6-dichloro-4-(3-(3-methoxyphenyl)propionyl)benzoic acid methyl ester